CNC(=O)N1CC2OCCNC2C1 N-methylhexahydropyrrolo[3,4-b][1,4]oxazine-6(2H)-carboxamide